N(N)C=1C=CC(=NC1)OC 5-hydrazinyl-2-methoxypyridine